6-fluoro-3,3-dimethyl-2-oxoindoline-5-carboxylic acid FC1=C(C=C2C(C(NC2=C1)=O)(C)C)C(=O)O